6-(2-(5-Chloropyridin-2-yl)-1H-benzo[d]imidazol-6-yl)-3-(2-(piperidin-1-yl)ethyl)quinazolin-4(3H)-one ClC=1C=CC(=NC1)C1=NC2=C(N1)C=C(C=C2)C=2C=C1C(N(C=NC1=CC2)CCN2CCCCC2)=O